8-fluoro-2-[(7R)-spiro[3.4]octan-7-yl]-3,4-dihydro-1H-isoquinoline-6-carbohydroxamic acid FC=1C=C(C=C2CCN(CC12)[C@@H]1CCC2(CCC2)C1)C(=O)NO